CN1C(OC=C1C)C(=O)[O-] 3,4-dimethyloxazoline-2-carboxylate